4-[(4-cyclohexylphenyl)amino]-2-{methyl-[2-(1,2,4-oxadiazol-3-yl)ethyl]amino}-6-(propan-2-yl)-5,6-dihydro-7H-pyrrolo[3,4-d]pyrimidin-7-one C1(CCCCC1)C1=CC=C(C=C1)NC=1C2=C(N=C(N1)N(CCC1=NOC=N1)C)C(N(C2)C(C)C)=O